C(#N)C1=CC=C(S1)C(=O)NC1CCC(CC1)NC1=CC(=NC2=CC=CC=C12)C(F)(F)F 5-cyano-N-[(1s,4s)-4-{[2-(trifluoromethyl)quinolin-4-yl]amino}cyclohexyl]thiophene-2-carboxamide